{tert-butyl-cyclopentadienyl}trimethylplatinum (IV) C(C)(C)(C)C1(C=CC=C1)[Pt](C)(C)C